N-((2S,3S,4R)-3,4-dihydroxy-1-(((2S,3R,4S,5R,6R)-3,4,5-trihydroxy-6-(hydroxymethyl)tetrahydro-2H-pyran-2-yl)oxy)octadecan-2-yl)-25-(3-fluorobicyclo[1.1.1]pentan-1-yl)pentacosanamide O[C@@H]([C@H](CO[C@H]1O[C@@H]([C@@H]([C@@H]([C@H]1O)O)O)CO)NC(CCCCCCCCCCCCCCCCCCCCCCCCC12CC(C1)(C2)F)=O)[C@@H](CCCCCCCCCCCCCC)O